BrC=1C=C2C(=NC(=NN2C1)Cl)N(C(OC(C)(C)C)=O)CC=1SC=CC1F tert-butyl (6-bromo-2-chloropyrrolo[2,1-f][1,2,4]triazin-4-yl)((3-fluorothiophen-2-yl)methyl)carbamate